8-((2s,6s)-2,6-dimethylpiperazin-1-yl)-3-(3-methoxynaphthalen-1-yl)-6-(((S)-1-methylpyrrolidin-2-yl)methoxy)-2-(trifluoromethyl)pyrimido[5,4-d]pyrimidin-4(3H)-one C[C@@H]1N([C@H](CNC1)C)C1=NC(=NC2=C1N=C(N(C2=O)C2=CC(=CC1=CC=CC=C21)OC)C(F)(F)F)OC[C@H]2N(CCC2)C